9H-Carbazole-3,6-diethanamine dihydrochloride Cl.Cl.C1=CC(=CC=2C3=CC(=CC=C3NC12)CCN)CCN